C(C1=CC=CC=C1)N1CC([C@@H]2N(CC[C@@H]21)C(CC(C(O)([2H])[2H])(C)C)([2H])[2H])(F)F 4-((cis)-4-Benzyl-6,6-difluorohexahydropyrrolo[3,2-b]pyrrol-1(2H)-yl)-1,1,4,4-tetradeutero-2,2-dimethylbutan-1-ol